6-{3,5-difluoro-4-[(4-hydroxytetrahydropyran-4-yl)methoxy]phenyl}-4-{[(3S,5S)-5-fluoropiperidin-3-yl]amino}pyrido[3,2-d]pyrimidine-8-carboxamide FC=1C=C(C=C(C1OCC1(CCOCC1)O)F)C=1C=C(C=2N=CN=C(C2N1)N[C@@H]1CNC[C@H](C1)F)C(=O)N